FC1=CC(=C(C=C1)C1=CC(=CC=C1)C=1OC2=C(N1)C=C(C=C2C(F)(F)F)[C@H](CO)OC)C2=NN=CN2C (R)-2-(2-(4'-fluoro-2'-(4-methyl-4H-1,2,4-triazol-3-yl)-[1,1'-biphenyl]-3-yl)-7-(trifluoromethyl)benzo[d]oxazol-5-yl)-2-methoxyethan-1-ol